C(C)N1C=2C3=CN=C(C(O[C@@H](C4=CC(=CC=C4N4C=CN=C4CC2C=N1)F)C)=C3)N (19R)-3-ethyl-16-fluoro-19-methyl-20-oxa-3,4,9,12,23-pentaazapentacyclo[19.3.1.02,6.08,12.013,18]pentacosa-1(24),2(6),4,8,10,13,15,17,21(25),22-decaen-22-amine